FC1=CC=C(C=C1)[C@H](C)NC1=NC=NC2=CC=C(C=C12)I N-[(1S)-1-(4-fluorophenyl)ethyl]-6-iodo-quinazolin-4-amine